C(C1=CC=CC=C1)OC(=O)N1CCC(CC1)C1=NOC(=N1)C=1C=NC=C(C1)[C@](C1=CC=C(C=C1)C(C)C)(O)C1(CN(C1)C)C 4-(5-{5-[(R)-(1,3-Dimethyl-azetidin-3-yl)-hydroxy-(4-isopropyl-phenyl)-methyl]-pyridin-3-yl}-[1,2,4]oxadiazol-3-yl)-piperidine-1-carboxylic acid benzyl ester